2-((3-fluoro-4-((3-iodo-1-(4-methoxybenzyl)-1H-pyrazolo[3,4-b]pyridin-4-yl)oxy)phenyl)carbamoyl)-6-(4-fluorophenyl)pyridine 1-oxide FC=1C=C(C=CC1OC1=C2C(=NC=C1)N(N=C2I)CC2=CC=C(C=C2)OC)NC(=O)C2=[N+](C(=CC=C2)C2=CC=C(C=C2)F)[O-]